[C]F.[Li] lithium carbon mono-fluoride